N,N-dihydroxyamine ONO